(R)-N-((3-(difluoromethoxy)-4-ethynylthiophen-2-yl)methyl)-2-(9-(pyridin-2-yl)-6-oxaspiro[4.5]decan-9-yl)ethanamine 4-methylbenzenesulfonate CC1=CC=C(C=C1)S(=O)(=O)O.FC(OC1=C(SC=C1C#C)CNCC[C@]1(CCOC2(CCCC2)C1)C1=NC=CC=C1)F